3-(3-tert-butyl-4-hydroxyphenyl)-propionic acid C(C)(C)(C)C=1C=C(C=CC1O)CCC(=O)O